FC(OC1=CC=C(C=C1)S(=O)(=O)NC1=CC=C(C=C1)S(NC1=C(C(=CC=C1)Cl)C)(=O)=O)(F)F 4-trifluoromethoxy-N-(4-(N-(3-chloro-2-methylphenyl)sulfamoyl)phenyl)benzenesulfonamide